C(C)(C)(C)OC(N(C)C1=NC(=C(C=C1)Br)OCCCN)=O N-[6-(3-aminopropoxy)-5-bromopyridin-2-yl]-N-methyl-carbamic acid tert-butyl ester